BrC1CC2(COC2)C1 6-bromo-2-oxaspiro[3.3]heptane